C(CCCCC)N1C=2C=C(C3=C(C2C=2C4=C(C(=CC12)C1=CC=C(S1)C1=C(C=CC=2SC5=C(C21)C=CC=C5)NC5=CC2=C(SC1=C2C=CC=C1)C=C5)C=CC=C4)C=CC=C3)C3=CC=C(S3)C3=C(C=CC=4SC5=C(C43)C=CC=C5)NC5=CC4=C(SC3=C4C=CC=C3)C=C5 N'-((7-hexyl-7H-dibenzo[c,g]carbazole-5,9-diyl)bis(thiophene-5,2-diyl))bis(N-(dibenzo[b,d]thiophene-2-yl)dibenzo[b,d]thiophene-2-amine)